1,3-divinyl-1,1,3,3-tetramethyldisiloxan C(=C)[Si](O[Si](C)(C)C=C)(C)C